C(C=C)C(C(=O)N)C (prop-2-en-1-yl)propanamide